((2-fluoro-4-(5-(trifluoromethyl)-1,2,4-oxadiazol-3-yl)phenyl)imino)(2-fluorophenyl)(methyl)-λ6-sulfanone FC1=C(C=CC(=C1)C1=NOC(=N1)C(F)(F)F)N=S(=O)(C)C1=C(C=CC=C1)F